N-e-azidolysine N[C@@H](CCCCN=[N+]=[N-])C(=O)O